3-iodobenzylguanine IC=1C=C(CNC=2NC(C=3NC=NC3N2)=O)C=CC1